5-[1-(2-difluoromethyl-6-fluoro-phenyl)-piperidin-4-yl]-4-methyl-2-(tetrahydro-pyran-2-yl)-7-(2-trifluoromethyl-benzyl)-2,4,5,7-tetrahydro-pyrazolo[3,4-d]pyrimidin-6-one FC(C1=C(C(=CC=C1)F)N1CCC(CC1)N1C(N(C=2C(C1C)=CN(N2)C2OCCCC2)CC2=C(C=CC=C2)C(F)(F)F)=O)F